NC1=C(C=NC(=C1Cl)N1C=CC=2C1=NC=CC2Cl)Cl 4-amino-3,5-dichloro-6-(4-chloro-1H-pyrrolo[2,3-b]pyridin-1-yl)pyridine